ClC1=C(C(=CC=C1Cl)O)C1CC(NCC1)C(=O)N(C)C rel-4-(2,3-dichloro-6-hydroxyphenyl)-N,N-dimethylpiperidine-2-carboxamide